((1-(5-cyano-7H-pyrrolo[2,3-d]pyrimidin-4-yl)azetidin-3-yl)oxy)-4-methyl-N-(5-(trifluoromethyl)pyridin-3-yl)benzamide C(#N)C1=CNC=2N=CN=C(C21)N2CC(C2)OC2=C(C(=O)NC=1C=NC=C(C1)C(F)(F)F)C=CC(=C2)C